methylene-bis(4,6-dibutylphenyl) phosphate sodium salt [Na+].P1(=O)(OC2=C(C=C(C=C2CCCC)CCCC)CC2=C(C(=CC(=C2)CCCC)CCCC)O1)[O-]